N-[4-[(E)-3-[4-[2-Hydroxyethyl(methyl)amino]phenyl]prop-2-enoyl]phenyl]-4-methoxy-3-(trifluoromethyl)benzamide OCCN(C1=CC=C(C=C1)/C=C/C(=O)C1=CC=C(C=C1)NC(C1=CC(=C(C=C1)OC)C(F)(F)F)=O)C